CC(CC(C)O)(C)C1=CC=CC=C1 4-methyl-4-phenyl-2-pentanol